CN(C)C[C@]1(CN(CCC1)C=1C=CC(=NC1)NC=1C=CC(=C2CNC(C12)=O)C1=CN=C2N1C=CC(=C2)F)OC (R)-7-((5-(3-((dimethyl-amino)methyl)-3-methoxy-piperidin-1-yl)pyridin-2-yl)amino)-4-(7-fluoro-imidazo[1,2-a]pyridin-3-yl)isoindolin-1-one